C1(=CC=CC=C1)N1C2=C(SCC1)C=CC(=C2)CN (4-phenyl-3,4-dihydro-2H-benzo[b][1,4]thiazin-6-yl)methanamine